ClC=1N=C(C=2C(N1)=C(NN2)C(C)C)NCC2=C(C=CC=C2)N2N=C(C=C2)N2CCOCC2 5-chloro-3-isopropyl-N-(2-(3-morpholino-1H-pyrazol-1-yl)benzyl)-2H-pyrazolo[4,3-d]pyrimidin-7-amine